tert-butyl (S)-(4-(3'-chloro-[1,1'-biphenyl]-3-carboxamido)-4-(5-phenyloxazol-2-yl)butyl)carbamate ClC=1C=C(C=CC1)C1=CC(=CC=C1)C(=O)N[C@@H](CCCNC(OC(C)(C)C)=O)C=1OC(=CN1)C1=CC=CC=C1